O.ClC1=C(C(=O)N2COC3=C(C2)C=CC=C3C3=CC(=C(C(=O)O)C=C3F)N3C2COCC3CC2)C=CC(=C1)N1CC2(C1)CC(C2)OC 4-[3-[2-chloro-4-(6-methoxy-2-azaspiro[3.3]heptan-2-yl)benzoyl]-2,4-dihydro-1,3-benzoxazin-8-yl]-5-Fluoro-2-(3-oxa-8-azabicyclo[3.2.1]octan-8-yl)benzoic acid hydrate